ClCCN1CCCCC1 1-(2-chloroethyl)-piperidine